1-(cyclopropylmethyl)-6-iodo-indol-4-amine C1(CC1)CN1C=CC=2C(=CC(=CC12)I)N